CN([C@@H]1CC[C@H](CC1)C1(OC2=C(O1)C(=CC(=C2C)C(=O)NCC=2C(NC(=CC2SC)C)=O)C2=COC=C2)C)C 2-(trans-4-(dimethylamino)cyclohexyl)-7-(furan-3-yl)-2,4-dimethyl-N-((6-methyl-4-(methylthio)-2-oxo-1,2-dihydropyridin-3-yl)methyl)benzo[d][1,3]dioxol-5-carboxamide